COC(C1=C(C=C(C(=C1)CC)OC)O)=O.N(=NC1(CCCCC1)C#N)C1(CCCCC1)C#N azobiscyclohexanecarbonitrile methyl-5-ethyl-2-hydroxy-4-methoxybenzoate